1-(1-(2-octylcyclopropyl)heptadecan-8-yl)piperidin C(CCCCCCC)C1C(C1)CCCCCCCC(CCCCCCCCC)N1CCCCC1